O[C@H](COC=1C=C(C=CC1)S(=O)(=O)NC)CNC1COC2(C1)CCN(CC2)S(=O)(=O)C2=CC=C(C1=CC=CC=C21)OC 3-((2S)-2-hydroxy-3-(8-(4-methoxynaphthalen-1-ylsulfonyl)-1-oxa-8-azaspiro[4.5]decan-3-ylamino)propoxy)-N-methylbenzenesulfonamide